(2S,4S)-2,5,12-trihydroxy-7-methoxy-4-[[(2S,4R,6S,7S,9R,10S)-10-methoxy-6-methyl-5,8,11-trioxa-1-azatricyclo[7.4.0.02,7]tridecan-4-yl]oxy]-6,11-dioxo-3,4-dihydro-1H-tetracen O[C@H]1CC2=C(C=3C(C4=CC=CC(=C4C(C3C(=C2[C@H](C1)O[C@H]1C[C@@H]2N3CCO[C@@H]([C@H]3O[C@@H]2[C@@H](O1)C)OC)O)=O)OC)=O)O